3-(2-chloro-4-nitro-phenyl)-3-methyl-oxetane ClC1=C(C=CC(=C1)[N+](=O)[O-])C1(COC1)C